BrC=1C=NN2C1OC[C@@H](C2)CNC(OC(C)(C)C)=O |r| rac-tert-butyl ((3-bromo-6,7-dihydro-5H-pyrazolo[5,1-b][1,3]oxazin-6-yl)methyl)carbamate